6-methylenetetrahydropyran-2-one C=C1CCCC(O1)=O